BrC1=CC(=CC2=C1N=C(S2)C)C(=O)O 4-bromo-2-methylbenzo[d]thiazole-6-carboxylic acid